C1(=CC=CC=C1)C(C(C(=O)OC(C)C)Br)Br isopropyl 3-phenyl-2,3-dibromopropionate